BrC1=NC=C(C=C1F)CN1CCC(CC1)(F)F 2-bromo-5-((4,4-difluoropiperidin-1-yl)methyl)-3-fluoropyridine